C(C)(=O)C=1NC2=CC=C(C=C2C1C=1N=NN(C1)CC1CCN(CC1)CCNS(=O)(=O)C1=CC=C(C=C1)C1=C(C=CC=C1)O)F N-(2-(4-((4-(2-acetyl-5-fluoro-1H-indol-3-yl)-1H-1,2,3-triazol-1-yl)methyl)piperidin-1-yl)ethyl)-2'-hydroxy-[1,1'-biphenyl]-4-sulfonamide